benzyl 8-methyl-4-[8-[3-(methylamino)propyl]-7-oxo-2-[[1-(2-oxoethyl)pyrazol-4-yl]amino]pyrido[2,3-d]pyrimidin-6-yl]-2,3-dihydroquinoxaline-1-carboxylate CC=1C=CC=C2N(CCN(C12)C(=O)OCC1=CC=CC=C1)C1=CC2=C(N=C(N=C2)NC=2C=NN(C2)CC=O)N(C1=O)CCCNC